CC(=CCO)CCC=C(C)C 3,7-dimethylocta-2,6-diene-1-ol